tert-butyl (R)-(8-fluoro-5,6-dihydro-4H-pyrrolo[3,2,1-ij]quinolin-5-yl)(methyl)carbamate FC=1C=C2C[C@H](CN3C2=C(C1)C=C3)N(C(OC(C)(C)C)=O)C